C(C1=CC=CC=C1)NC1=C2N=CN(C2=NC(=N1)C1=CC=NC=C1)[C@H]1[C@@H]([C@@H]([C@H](O1)C(=O)NC)O)O (2s,3s,4r,5r)-5-(6-(benzylamino)-2-(pyridin-4-yl)-9H-purin-9-yl)-3,4-dihydroxy-N-methyltetrahydrofuran-2-carboxamide